4-(1-(2-fluorophenyl)-1H-1,2,3-triazol-4-yl)benzaldehyde FC1=C(C=CC=C1)N1N=NC(=C1)C1=CC=C(C=O)C=C1